N-Benzyl-N-(4,4-dimethylcyclohexyl)-4-fluoropyrrolidine-2-carboxamide hydrochloride Cl.C(C1=CC=CC=C1)N(C(=O)C1NCC(C1)F)C1CCC(CC1)(C)C